3-(pyridin-4-yl)benzene-1,2-dicarbonitrile N1=CC=C(C=C1)C1=C(C(=CC=C1)C#N)C#N